6-(5-chloro-2-(4-hydroxy-1H-1,2,3-triazol-1-yl)phenyl)pyrimidin-4-ol ClC=1C=CC(=C(C1)C1=CC(=NC=N1)O)N1N=NC(=C1)O